(3S)-1-[2-(2,6-Dioxo-3-piperidyl)-1,3-dioxo-isoindolin-5-yl]pyrrolidine-3-carbaldehyde O=C1NC(CCC1N1C(C2=CC=C(C=C2C1=O)N1C[C@H](CC1)C=O)=O)=O